C(#N)C(CCCCCC(C(=O)OCC)(C)C)(CCCCCC(C(=O)OCC)(C)C)S(=O)(=O)C1=CC=C(C=C1)C#N diethyl 8-cyano-8-((4-cyanophenyl)sulfonyl)-2,2,14,14-tetramethylpentadecanedioate